Cl.C(C)OCC1(CCN(CC1)CC=1C=NN(C1)C(C)C)CCC=1SC=CC1 4-(ethoxymethyl)-1-((1-isopropyl-1H-pyrazol-4-yl)methyl)-4-(2-(thiophen-2-yl)ethyl)piperidine HCl